tert-butyl (S)-4-(7-(cis-3-cyanocyclohexyl)-5-(pyrrolidin-1-yl)-7H-pyrrolo[2,3-d]pyrimidin-4-yl)-3-methylpiperazine-1-carboxylate C(#N)[C@H]1C[C@H](CCC1)N1C=C(C2=C1N=CN=C2N2[C@H](CN(CC2)C(=O)OC(C)(C)C)C)N2CCCC2